NC([C@H](CCC(=O)OC(C)(C)C)N1C(C2=CC=CC(=C2C1)OCC1=CC=C(C=C1)CN1CCN(CC1)C1=C(C=C(C=C1)C#N)F)=O)=O (S)-tert-Butyl 5-amino-4-(4-((4-((4-(4-cyano-2-fluorophenyl)piperazin-1-yl)methyl)benzyl)oxy)-1-oxoisoindolin-2-yl)-5-oxopentanoate